C(C)(C)(C)OC(=O)N1CCC2(CC1)COC1=C2C=CC=C1CO r-(tert-butoxycarbonyl)-7-(hydroxymethyl)-2H-spiro[benzofuran-3,4'-piperidine]